C(C)(C)C=1SC(=CN1)C1=CC(=NC=C1)N(C(=O)[C@@H]1CC[C@H](CC1)NC(COC)=O)CC12CCC(CC1)(CC2)C2=CC(=C(C=C2)OC)C (trans)-N-(4-(2-Isopropylthiazol-5-yl)pyridin-2-yl)-N-((4-(4-methoxy-3-methylphenyl)bicyclo[2.2.2]octan-1-yl)methyl)-4-(2-methoxyacetamido)cyclohexanecarboxamide